[C@@H]1(CC[C@@H](CO)O1)N1C(=O)NC(=O)C=N1 2',3'-dideoxy-6-azauridine